CN(CCCCCCCCCCCCCCCC)C N,N-dimethylhexadecaneamine